(S)-2-methyl-4-(4-(7-morpholino-5-(3-phenyl-1H-pyrazol-1-yl)furo[3,2-b]pyridin-2-yl)-1H-pyrazol-1-yl)butan-2-yl 2-((tert-butoxycarbonyl)amino)-3-methylbutanoate C(C)(C)(C)OC(=O)N[C@H](C(=O)OC(C)(CCN1N=CC(=C1)C1=CC2=NC(=CC(=C2O1)N1CCOCC1)N1N=C(C=C1)C1=CC=CC=C1)C)C(C)C